FC1=C(C=CC(=C1C)F)C=1C=C2C(=NC1)N(C(N2CC(=O)N2CC(C2)F)=O)C 6-(2,4-difluoro-3-methyl-phenyl)-1-[2-(3-fluoroazetidin-1-yl)-2-oxo-ethyl]-3-methyl-imidazo[4,5-b]pyridin-2-one